CS(=O)(=O)NC1=CC=C(C(=O)O)C=C1 4-(methylsulfonylamino)benzoic acid